ClC=1C=C(C=CC1F)N1N=CC(=C1)[C@H](C(=O)NC1=CC(=NN1)C1CC1)C (R)-2-(1-(3-chloro-4-fluorophenyl)-1H-pyrazol-4-yl)-N-(3-cyclopropyl-1H-pyrazol-5-yl)propanamide